2-(1-((1r,4r)-4-(cyanomethyl)cyclohexyl)-1,6-dihydroimidazo[4,5-d]pyrrolo[2,3-b]pyridin-2-yl)-N-((trimethylsilyl)methyl)acetamide C(#N)CC1CCC(CC1)N1C(=NC=2C1=C1C(=NC2)NC=C1)CC(=O)NC[Si](C)(C)C